CC(C(=O)OCC(COC(C(CC#C)(C)C)=O)(C)C(=O)OC(CNC(C)(C)C)COC1=NSN=C1N1CCOCC1)(CC#C)C 2-(((1-(tert-butylamino)-3-((4-morpholino-1,2,5-thiadiazol-3-yl)oxy)propan-2-yl)oxy)carbonyl)-2-methylpropane-1,3-diyl bis(2,2-dimethylpent-4-ynoate)